C(C)(CC)C1=CCCC=C1 2-sec-butyl-1,3-cyclohexadiene